N1N=C(C=C1)CN1C(C(=C(C=C1C)OCC1=C(C=C(C=C1)F)F)Br)=O 1-((1H-pyrazol-3-yl)methyl)-4-(2,4-difluorobenzyloxy)-3-bromo-6-methylpyridin-2(1H)-one